BrC1CC(CCC1Br)C(C(Br)C1CC(C(CC1)Br)Br)Br 1,2-bis-(3,4-dibromocyclohexyl)-1,2-dibromoethane